N-cyclopropyl-5-((2R)-2-(3-((2,2-dimethyl-1,3-dioxolan-4-yl)methoxy)-5-fluorophenyl)pyrrolidin-1-yl)pyrazolo[1,5-a]pyrimidine-3-carboxamide C1(CC1)NC(=O)C=1C=NN2C1N=C(C=C2)N2[C@H](CCC2)C2=CC(=CC(=C2)F)OCC2OC(OC2)(C)C